C(CCC)OC=1N=C(C2=C(N1)C(=CN2)CC2=CC=C(C=C2)CN2CCN(CCC2)C)N 2-butoxy-7-(4-((4-methyl-1,4-diazepan-1-yl)methyl)benzyl)-5H-pyrrolo[3,2-d]pyrimidin-4-amine